FC(C=1OC(=NN1)C1=CC=C(C=C1)CN1N=NC(=C1)C1=CC(=CC=C1)N1C[C@H](N([C@H](C1)C)C)C)F 2-(difluoromethyl)-5-(4-((4-(3-((3r,5s)-3,4,5-trimethylpiperazin-1-yl)phenyl)-1H-1,2,3-triazol-1-yl)methyl)phenyl)-1,3,4-oxadiazole